N-(4-(4-amino-7-methyl-5-(4-((S)-2-methylpiperidine-1-carbonyl)cyclohex-1-en-1-yl)-7H-pyrrolo[2,3-d]pyrimidin-6-yl)phenyl)methacrylamide NC=1C2=C(N=CN1)N(C(=C2C2=CCC(CC2)C(=O)N2[C@H](CCCC2)C)C2=CC=C(C=C2)NC(C(=C)C)=O)C